1-(3-aminophenyl)phospholane-1-oxide NC=1C=C(C=CC1)P1(CCCC1)=O